C12CNCC(CC1)N2C2=NC(=NC=1C(=C(C3=C(C21)COC3)C3=NC=C(C2=C3C=C(S2)N)F)F)N2CC3(C2)N(CCC3)C 4-(1-(3,8-Diazabicyclo[3.2.1]octan-8-yl)-5-fluoro-3-(5-methyl-2,5-diazaspiro[3.4]octan-2-yl)-7,9-dihydrofuro[3,4-f]quinazolin-6-yl)-2-amino-7-fluorothieno[3,2-c]pyridine